S-Benzoyl-N-BocCysteamine C(C1=CC=CC=C1)(=O)SCCNC(=O)OC(C)(C)C